COC1=CC(=CN=N1)C=1C=CC(=C(C1)O)C=1N=NC(=CC1)N1C[C@@H](CC1)NC1(CCC1)C (R)-5-(6-methoxypyridazin-4-yl)-2-(6-(3-((1-methylcyclobutyl)amino)pyrrolidin-1-yl)pyridazin-3-yl)phenol